[Si](C)(C)(C(C)(C)C)OCCCCN1CCC(CC1)C(COC(CCCCCCCCCCCCCCC)=O)CO.NC1=NC=CC=2C(=CC=CC12)C(=O)NC1=C2C=CN=C(C2=CC=C1C)NC1=C(C(=CC=C1)Cl)F 1-amino-N-(1-((3-chloro-2-fluorophenyl)amino)-6-methylisoquinolin-5-yl)isoquinoline-5-carboxamide 2-(1-(4-((tert-butyldimethylsilyl)oxy)butyl)piperidin-4-yl)-3-hydroxypropyl-palmitate